[1-(6-methylpyridin-2-yl)pyrazol-3-yl]acetic acid CC1=CC=CC(=N1)N1N=C(C=C1)CC(=O)O